BrC1=CC=CC(=N1)SCCCCN1C(C2=CC=CC=C2C1=O)=O 2-[4-[(6-bromo-2-pyridyl)sulfanyl]butyl]isoindoline-1,3-dione